tert-butyl 5-(4-chloro-3-cyano-1H-indol-7-yl)-3,6-dihydropyridine-1(2H)-carboxylate ClC1=C2C(=CNC2=C(C=C1)C1=CCCN(C1)C(=O)OC(C)(C)C)C#N